BIS(1,1,1,2,2,3,3,4,4,5,5,6,6,12,12,13,13,14,14,15,15,16,16,17,17,17-HEXACOSAFLUOROHEPTADECAN-9-YL) 6,6'-((4-HYDROXYBUTYL)AZANEDIYL)DIHEXANOATE OCCCCN(CCCCCC(=O)OC(CCC(C(C(C(C(C(F)(F)F)(F)F)(F)F)(F)F)(F)F)(F)F)CCC(C(C(C(C(C(F)(F)F)(F)F)(F)F)(F)F)(F)F)(F)F)CCCCCC(=O)OC(CCC(C(C(C(C(C(F)(F)F)(F)F)(F)F)(F)F)(F)F)(F)F)CCC(C(C(C(C(C(F)(F)F)(F)F)(F)F)(F)F)(F)F)(F)F